CC1=C2C3C=CC(C2=CC=C1)N3 3-Methyl-11-azatricyclo[6.2.1.02,7]undeca-2,4,6,9-tetraene